11-(Butan-2-yl)-11-azatricyclo[6.2.1.02,7]undeca-2,4,6,9-tetraene hydrochloride Cl.CC(CC)N1C2C3=CC=CC=C3C1C=C2